Hexyl-5-aminolevulinate C(CCCCC)OC(CCC(=O)CN)=O